[C@H]12CN(C[C@H](CC1)N2)C2=NC(=NC1=C(C(=C(C=C21)Cl)C2=CC=CC1=CC=CC=C21)F)OCCCN(C)CC 4-((S or R)-4-((1R,5S)-3,8-diazabicyclo[3.2.1]octan-3-yl)-6-chloro-2-(3-(ethyl(methyl)amino)propoxy)-8-fluoro-quinazolin-7-yl)naphthalen